(2-(trifluoromethoxy)ethyl)carbamic acid FC(OCCNC(O)=O)(F)F